BrC1=CC(=CC(=C1)C(F)(F)F)I 1-bromo-3-iodo-5-(trifluoromethyl)benzene